FC1=C(C=C(C=C1)OC=1C(=C2C=CNC2=CC1F)C)C=1NC=C(N1)CC=1C=C(SC1)CCC(=O)OC methyl 3-(4-((2-(2-fluoro-5-((6-fluoro-4-methyl-1H-indol-5-yl)oxy)phenyl)-1H-imidazol-4-yl)methyl)thiophen-2-yl)propanoate